FC1=CC=C(OCC2N(C3CC(C2C)C3)C(C3=C(C=CC(=C3)C)C=3SC=CN3)=O)C=C1 3-[(4-Fluorophenoxy)methyl]-4-methyl-2-[5-methyl-2-(1,3-thiazol-2-yl)benzoyl]-2-azabicyclo[3.1.1]heptan